CS(=O)(=O)NC=1C=C(C=CC1)NC(=O)C1=NN(C=C1)C1CNCCC1 N-(3-(methylsulfonamido)phenyl)-1-(piperidin-3-yl)-1H-pyrazole-3-carboxamide